6-Bromo-3,3-dimethyl-2,3-dihydro-[1,4]dioxino[2,3-b]pyridine BrC1=CC=C2C(=N1)OC(CO2)(C)C